3-[3-[[(1R)-1-(3,6-Dimethyl-4-oxo-2-phenyl-chromen-8-yl)ethyl]amino]-6-methyl-2-pyridyl]-4H-1,2,4-oxadiazol-5-one CC1=C(OC2=C(C=C(C=C2C1=O)C)[C@@H](C)NC=1C(=NC(=CC1)C)C1=NOC(N1)=O)C1=CC=CC=C1